C(C)OCC1(CCN(CC1)CC1=CC2=C(N3C(S2)=NC=C3)C=C1)CCC1=CC=CC=C1 7-((4-(ethoxymethyl)-4-phenethylpiperidin-1-yl)methyl)benzo[d]imidazo[2,1-b]thiazole